4-azidobutan N(=[N+]=[N-])CCCC